(3-(1-(1H-imidazol-4-yl)ethyl)-2-methylphenyl)methanol N1C=NC(=C1)C(C)C=1C(=C(C=CC1)CO)C